N-(3-(3-isopropyl-2-oxoimidazolidin-1-yl)-1-methyl-1H-pyrazol-4-yl)-2-(2-((2,2,2-trifluoroethyl)amino)pyridin-4-yl)-1,3-oxazole-4-carboxamide C(C)(C)N1C(N(CC1)C1=NN(C=C1NC(=O)C=1N=C(OC1)C1=CC(=NC=C1)NCC(F)(F)F)C)=O